C(C)(C)(C)OC(C(C)N(C1=C(C(=NC(=N1)Cl)C(=O)OCC)[N+](=O)[O-])C)=O Ethyl (7S)-6-((1-(tert-butoxy)-1-oxopropan-2-yl)(methyl)amino)-2-chloro-5-nitro-pyrimidine-4-carboxylate